tert-butyl (3R)-3-((2S)-3-(4-((benzyloxycarbonyl)amino)chroman-6-yl)-1-(tert-butoxy)-1-oxopropan-2-yl)pyrrolidine-1-carboxylate C(C1=CC=CC=C1)OC(=O)NC1CCOC2=CC=C(C=C12)C[C@H](C(=O)OC(C)(C)C)[C@@H]1CN(CC1)C(=O)OC(C)(C)C